4-phenyl-sulfonamido-1-naphthol C1(=CC=CC=C1)S(=O)(=O)NC1=CC=C(C2=CC=CC=C12)O